ClC(F)NC(=O)C=1C=NN(C1)C (chlorofluoromethyl)-1-methylpyrazol-4-yl-carboxamide